4-((4-(2-aminoethyl)piperazin-1-yl)methyl)-2-(2,6-dioxopiperidin-3-yl)isoindoline NCCN1CCN(CC1)CC1=C2CN(CC2=CC=C1)C1C(NC(CC1)=O)=O